NC1(CCC1)C(=O)N1CCC(CC1)N1N=CC(=C1C)C=1C=C(C=2N(C1)N=CC2C#N)O[C@H](C)C2=NC=C(C=C2)F (R)-6-(1-(1-(1-amino-cyclobutane-1-carbonyl)-piperidin-4-yl)-5-methyl-1H-pyrazol-4-yl)-4-(1-(5-fluoropyridin-2-yl)eth-oxy)pyrazolo[1,5-a]pyridine-3-carbonitrile